ClC1=C(C=CC2=C1N(C(O2)=O)C)C2=CN=CC=1[C@@H](CCCC21)NC(CC)=O (R)-N-(4-(4-chloro-3-methyl-2-oxo-2,3-dihydrobenzo[d]oxazol-5-yl)-5,6,7,8-tetrahydroisoquinolin-8-yl)propanamide